N'-bis-aminoethylpiperazine NC(CN1CCNCC1)N